ethyl propiolate methyl-propiolate CC#CC(=O)O.C(C#C)(=O)OCC